NC1=C(SC2=NC(=CC=C21)C)C(=O)NC2CC=1C=CC(=NC1CC2)N2CC(C(C2)N)(COC)F 3-amino-N-{2-[4-amino-3-fluoro-3-(methoxymethyl)pyrrolidin-1-yl]-5,6,7,8-tetrahydroquinolin-6-yl}-6-methylthieno[2,3-b]pyridine-2-carboxamide